ethyl 5-(tert-butoxymethyl)-1-(3-oxobutyl)-1H-pyrazole-4-carboxylate C(C)(C)(C)OCC1=C(C=NN1CCC(C)=O)C(=O)OCC